3-methylcyclohexyl-cyclohexyl-dimethoxysilane CC1CC(CCC1)[Si](OC)(OC)C1CCCCC1